C(C1=CC=CC=C1)[C@@H]1N(C2=C(OC1)N=CC(=C2)CC2=CC=C(C=C2)F)C(CCl)=O (S)-1-(2-benzyl-7-(4-fluorobenzyl)-2,3-dihydro-1H-pyrido[2,3-b][1,4]oxazin-1-yl)-2-chloroethan-1-one